methyl 4-((tert-butoxycarbonyl)(methyl)amino)-5'-methyl-2-oxo-2H-[1,3'-bipyridine]-6'-carboxylate C(C)(C)(C)OC(=O)N(C1=CC(N(C=C1)C=1C=NC(=C(C1)C)C(=O)OC)=O)C